N1N=NN=C1C1=CC=C(CN2C[C@@]3([C@@H](N[C@H]([C@@H]3C3=CC(=CC=C3)Cl)C(=O)NC3=C(C=C(C(=O)O)C=C3)OC)CC(C)(C)C)C3=CC(=CC=C23)Cl)C=C1 4-((2'S,3S,4'R,5'R)-1-(4-(1H-tetrazol-5-yl)benzyl)-5-chloro-4'-(3-Chlorophenyl)-2'-neopentylspiro[indoline-3,3'-pyrrolidine]-5'-carboxamido)-3-methoxybenzoic acid